2,6-dichloro-4-[3-(trifluoromethyl)-7,8-dihydro-5H-1,6-naphthyridin-6-yl]quinazoline ClC1=NC2=CC=C(C=C2C(=N1)N1CC=2C=C(C=NC2CC1)C(F)(F)F)Cl